ClC=1C=CC2=C(C(NC3=C(S2)C=CC(=C3)C(=O)O)=O)C1 2-chloro-11-oxo-10,11-dihydrodibenzo[b,f][1,4]thiazepine-8-carboxylic acid